N1(CCC1)CC1=CC=C(C=C1)C1=CC=2N(N=C1C)C(=CN2)C=2C(=NC1=NC=CC=C1C2)C2=NNC(=C2)C (7-(4-(azetidin-1-ylmethyl)phenyl)-6-methylimidazo[1,2-b]pyridazin-3-yl)-2-(5-methyl-1H-pyrazol-3-yl)-1,8-naphthyridine